C[C@H]1CN(C[C@@H](N1)C)C=1C=2N(C=C(C1)S(=O)(=O)NC1(COC1)C)C(=CN2)C=2SC(=NN2)C(F)(F)F 8-((3S,5S)-3,5-dimethylpiperazin-1-yl)-N-(3-methyloxetan-3-yl)-3-(5-(trifluoromethyl)-1,3,4-thiadiazol-2-yl)imidazo[1,2-a]pyridine-6-sulfonamide